cis-N-(3-Amino-2,4-difluorophenyl)-2-chloro-5-(2,2-dichloro-3-(3-chloro-5-(pentafluoro-λ6-sulfanyl)phenyl)cyclopropane-1-carboxamido)benzamide NC=1C(=C(C=CC1F)NC(C1=C(C=CC(=C1)NC(=O)[C@@H]1C([C@@H]1C1=CC(=CC(=C1)S(F)(F)(F)(F)F)Cl)(Cl)Cl)Cl)=O)F